methyl 5-((5-((1S,3R)-3-(((4-nitrophenoxy)carbonyl)oxy)cyclopentyl)-1H-pyrazol-3-yl)amino)pyrazine-2-carboxylate [N+](=O)([O-])C1=CC=C(OC(=O)O[C@H]2C[C@H](CC2)C2=CC(=NN2)NC=2N=CC(=NC2)C(=O)OC)C=C1